OCC1=CC(=C(C(=C1)C(F)(F)F)O)[N+](=O)[O-] 4-(hydroxymethyl)-2-nitro-6-(trifluoromethyl)phenol